(1R,3S)-3-(3-{[(5-methyl-1,2-oxazol-3-yl)acetyl]amino}-1H-pyrazol-5-yl)cyclopentyl (2S)-butan-2-ylcarbamate C[C@@H](CC)NC(O[C@H]1C[C@H](CC1)C1=CC(=NN1)NC(CC1=NOC(=C1)C)=O)=O